5-(2-chloro-5-fluoro-pyrimidin-4-yl)-2-methoxy-4-methyl-thiazole ClC1=NC=C(C(=N1)C1=C(N=C(S1)OC)C)F